C(C)N1CSC2=C1C=CC=C2 3-ethylbenzthiazoline